COC1=CC=C(C=C1)CN(C=1N=C(OC1C(=O)N(C)OC)C1=CC(=NC=C1)OC)CC1=CC=C(C=C1)OC 4-[bis[(4-methoxyphenyl)methyl]amino]-N-methoxy-2-(2-methoxy-4-pyridyl)-N-methyl-oxazole-5-carboxamide